C(C)N(C(=O)N[C@H](C(F)(F)F)CCC(F)(F)F)[C@H](C)C1=CC(=CC=C1)C=1C=CC=2N(C1)C=CN2 1-ethyl-3-((S)-1,1,1,5,5,5-hexafluoropentan-2-yl)-1-((R)-1-(3-(imidazo[1,2-a]pyridin-6-yl)phenyl)ethyl)urea